N'-(2-chloro-4-((4-chlorophenyl)(methyl)amino)-5-methylphenyl)-N-ethyl-N-methylformimidamide ClC1=C(C=C(C(=C1)N(C)C1=CC=C(C=C1)Cl)C)N=CN(C)CC